N[C@@H]1CN(CC[C@H]1F)C1=NC2=C(N1CC(=O)N1CC(C1)OC(C)(C)C)C=C(C(=C2)F)F 2-(2-((3R,4R)-3-Amino-4-fluoropiperidin-1-yl)-5,6-difluoro-1H-benzo[d]imidazol-1-yl)-1-(3-(tert-butoxy)azetidin-1-yl)ethan-1-on